C(CCC)O[C@@H]1CC[C@H](CC1)NC(=O)C1=NN(C2=C1C(N(C=C2C)C)=O)C N-(trans-4-butoxycyclohexyl)-1,5,7-trimethyl-4-oxo-4,5-dihydro-1H-pyrazolo[4,3-c]pyridine-3-carboxamide